(2S)-2-Formyl-2-methylpyrrolidine-1-carboxylic acid tert-butyl ester C(C)(C)(C)OC(=O)N1[C@](CCC1)(C)C=O